methyl 4-[3-(dimethoxymethyl)azetidin-1-yl]-2-formyl-benzoate COC(C1CN(C1)C1=CC(=C(C(=O)OC)C=C1)C=O)OC